CC(C)(C)C=1C=C(C=C(C1O)C(C)(C)C)C 3,5-Bis(1,1-dimethylethyl)-4-hydroxytoluol